C(#C)C1=CC=C2C=3C(=C(N(C(C13)=O)C1=CC=CC=C1)[C@H](C)NC(=O)C=1C(=NN3C1N=CC=C3)NS(N)(=O)=O)CCC2 (S)-N-(1-(9-ethynyl-1-oxo-2-phenyl-2,4,5,6-tetrahydro-1H-benzo[de]isoquinolin-3-yl)ethyl)-2-(sulfamoylamino)pyrazolo[1,5-a]pyrimidine-3-carboxamide